COC=1C=C(\C=N\NC(=O)C2=NC(=CN=C2)C2=CC=NC=C2)C=C(C1)OC (E)-N'-(3,5-dimethoxybenzylidene)-6-(pyridin-4-yl)pyrazine-2-carbohydrazide